2-{[(2R,7AS)-2-FLUORO-HEXAHYDROPYRROLIZIN-7A-YL]METHOXY}-4-(3-ETHYNYLPIPERIDIN-1-YL)-7-(8-FLUORO-3-HYDROXY-NAPHTHALEN-1-YL)-8-METHYLPYRANO[4,3-D]PYRIMIDIN-5-ONE F[C@@H]1C[C@@]2(CCCN2C1)COC=1N=C(C2=C(N1)C(=C(OC2=O)C2=CC(=CC1=CC=CC(=C21)F)O)C)N2CC(CCC2)C#C